1-(4'-nitrophenyl)-4-phenyl-3-butyn-1-ol [N+](=O)([O-])C1=CC=C(C=C1)C(CC#CC1=CC=CC=C1)O